tert-Butyl 2-[5-methoxy-2-oxo-4-(4,4,5,5-tetramethyl-1,3,2-dioxaborolan-2-yl)pyridin-1(2H)-yl]hexanoate COC=1C(=CC(N(C1)C(C(=O)OC(C)(C)C)CCCC)=O)B1OC(C(O1)(C)C)(C)C